3-[(2-butyl)oxyl]-2-propanol CC(CC)OCC(C)O